[N+](=O)([O-])C=1C(=C(C(=O)[O-])C=CC1)[N+](=O)[O-].[Co+2].[N+](=O)([O-])C=1C(=C(C(=O)[O-])C=CC1)[N+](=O)[O-] cobalt dinitrobenzoate